7-(4-methylpiperazin-1-yl)pyrido[3,4-d]pyridazin-4(3H)-one CN1CCN(CC1)C1=CC2=C(C(NN=C2)=O)C=N1